C1(CC1)C=1N=CN(C1)C1=C(OC2=C1C=CC=C2)C(=O)NC2=NC(=CC=C2)C=2N1C(=NN2)CCC1 (4-cyclopropyl-1H-imidazol-1-yl)-N-(6-(6,7-dihydro-5H-pyrrolo[2,1-c][1,2,4]triazol-3-yl)pyridin-2-yl)benzofuran-2-carboxamide